COC=1C=C(C=C(C1[C@H]1[C@@H](CCC(=C1)C)C(=C)C)O)CCCCC (1'R,2'R)-6-methoxy-5'-methyl-4-pentyl-2'-(prop-1-en-2-yl)-1',2',3',4'-tetrahydro-[1,1'-biphenyl]-2-ol